C(C1=CC=CC=C1)OC1=C(C=CC=C1)C=1N=C2N(C=C(C(=N2)N)C#CCOCCOC)C1 2-(2-benzyloxyphenyl)-6-[3-(2-methoxyethoxy)prop-1-ynyl]imidazo[1,2-a]pyrimidin-7-amine